ClC1=C(N)C=C(C=C1)C#N 2-Chloro-5-cyanoaniline